1-(4-(4-chloro-3,5-difluorophenyl)-5-(isopropylsulfanyl)thiazol-2-yl)-4-(3-fluorophenyl)-3-methyl-1H-pyrazole-5-carboxylic acid ClC1=C(C=C(C=C1F)C=1N=C(SC1SC(C)C)N1N=C(C(=C1C(=O)O)C1=CC(=CC=C1)F)C)F